sulfhydryl-zirconium phosphate P(=O)([O-])([O-])[O-].S[Zr+3]